S(CCC(C(=O)[O-])CC1=CC(=C(C(=C1)C(C)(C)C)O)C(C)(C)C)CCC(C(=O)[O-])CC1=CC(=C(C(=C1)C(C)(C)C)O)C(C)(C)C thiodiethylenebis(3-(3,5-di-tert-butyl-4-hydroxy-phenyl) propionate)